NC(C(=O)[O-])CCCCC(=O)[O-] 2-aminoheptane-1,7-dioate